(3-(naphthalen-1-yl)phenyl)boronic acid C1(=CC=CC2=CC=CC=C12)C=1C=C(C=CC1)B(O)O